N-[(4-fluorophenyl)methyl]-6-methyl-4-[(1-methylcyclopropyl)amino]furo[2,3-d]pyrimidine-5-carboxamide FC1=CC=C(C=C1)CNC(=O)C1=C(OC=2N=CN=C(C21)NC2(CC2)C)C